COCCOCCOCC1OC1 2-(2-(2-methoxyethoxy)ethoxy)methyl-oxirane